(1-hydroxy-5-methoxy-3H-2,1-benzoxaborol-6-yl) acetate C(C)(=O)OC1=CC2=C(COB2O)C=C1OC